(S)-6-(1-amino-1,3-dihydrospiro[indene-2,4'-piperidin]-1'-yl)-3-(1-(3-methoxyphenyl)cyclobutyl)-1,5-dihydro-4H-pyrazolo[3,4-d]pyrimidin-4-one N[C@@H]1C2=CC=CC=C2CC12CCN(CC2)C=2NC(C1=C(N2)NN=C1C1(CCC1)C1=CC(=CC=C1)OC)=O